tert-butyl N-tert-butoxycarbonyl-N-((2-chloropyrimidin-5-yl)methyl)carbamate C(C)(C)(C)OC(=O)N(C(OC(C)(C)C)=O)CC=1C=NC(=NC1)Cl